N,N-bis([1,1'-biphenyl]-4-yl)-6-(dibenzo[b,d]thiophen-2-yl)-9-phenyl-9H-carbazol-3-amine C1(=CC=C(C=C1)N(C=1C=CC=2N(C3=CC=C(C=C3C2C1)C1=CC2=C(SC3=C2C=CC=C3)C=C1)C1=CC=CC=C1)C1=CC=C(C=C1)C1=CC=CC=C1)C1=CC=CC=C1